ClC1=C(C(=CC=C1F)Cl)[C@H](C)O (S)-2,6-dichloro-3-fluorophenylethanol